benzo[d][1,3]dioxan-5-carboxamide O1COCC2=C1C=CC=C2C(=O)N